2-Ethoxy-N-(ethoxycarbonyl)-1,2-dihydroquinoline C(C)OC1N(C2=CC=CC=C2C=C1)C(=O)OCC